(-)-7-ethyl-5-methyl-6,8-dioxabicyclo[3.2.1]octane C(C)C1OC2(CCCC1O2)C